O=CCC1=CC=C(C=C1)CN1CCN(CC1)C(=O)OC(C)(C)C tert-butyl 4-[[4-(2-oxoethyl)phenyl]methyl]piperazine-1-carboxylate